3-((4-(3-((4-(2-((R)-3-((5-chloro-4-(1H-indol-3-yl)pyrimidin-2-yl)amino)pyrrolidin-1-yl)ethyl)piperidin-1-yl)methyl)azetidin-1-yl)phenyl)amino)piperidine-2,6-dione ClC=1C(=NC(=NC1)N[C@H]1CN(CC1)CCC1CCN(CC1)CC1CN(C1)C1=CC=C(C=C1)NC1C(NC(CC1)=O)=O)C1=CNC2=CC=CC=C12